O1CCOC2=C1C=CC(=C2)[C@]21CCN([C@@H]1CCCC2)C |r| rac-(3aR,7aR)-3a-(2,3-dihydro-1,4-benzodioxin-6-yl)-1-methyl-3,4,5,6,7,7a-hexahydro-2H-indole